methyl glycinate hydrochloride salt Cl.NCC(=O)OC